ethyl 5-(4-(pyridin-2-yl)piperazine-1-carboxamido)thiazole-4-carboxylate N1=C(C=CC=C1)N1CCN(CC1)C(=O)NC1=C(N=CS1)C(=O)OCC